[Ca].OC1[C@H](N)[C@@H](O)[C@@H](O)[C@H](O1)CO galactosamine, calcium salt